NC1=CC=CC(=N1)S(=O)(=O)NC(=O)C=1C(=NC=C(C1)C=1C=NC(=CC1)OCC)N1C(CC(C1)C)(C)C N-[(6-Amino-2-pyridyl)sulfonyl]-5-(6-ethoxy-3-pyridyl)-2-(2,2,4-trimethylpyrrolidin-1-yl)pyridin-3-carboxamid